FC=1C(=NC(=NC1)NC1=CC(=CC=C1)NC1=C(C(=C(C(=C1S(=O)(=O)C)F)F)F)F)NC1=CC=C(C=C1)OCCOC 5-fluoro-N4-(4-(2-methoxyethoxy)phenyl)-N2-(3-((2,3,4,5-tetrafluoro-6-(methylsulfonyl)phenyl)amino)phenyl)pyrimidine-2,4-diamine